C(=O)O.C(=O)O.C[C@H]1CN(CCN1)C1=C2C(=NC=C1)N(CC2)C(=O)NC2=NN1C(C=NC(=C1)C)=C2 (S)-4-(3-methylpiperazin-1-yl)-N-(6-methyl-pyrazolo[1,5-a]pyrazin-2-yl)-2,3-dihydro-1H-pyrrolo[2,3-b]pyridine-1-carboxamide diformate